triphenyl(4-(trifluoromethyl)phenethyl)phosphonium bromide [Br-].C1(=CC=CC=C1)[P+](CCC1=CC=C(C=C1)C(F)(F)F)(C1=CC=CC=C1)C1=CC=CC=C1